1-acetyl-N-((1S)-1-(4-((1,1-dimethyl-2,3-dihydro-1H-inden-2-yl)amino)phenyl)-2,2,2-trifluoroethyl)-N-methylazetidine-3-carboxamide C(C)(=O)N1CC(C1)C(=O)N(C)[C@H](C(F)(F)F)C1=CC=C(C=C1)NC1C(C2=CC=CC=C2C1)(C)C